2-(N-(pyrrolidin-3-ylmethyl)sulfamoyl)pyridine N1CC(CC1)CNS(=O)(=O)C1=NC=CC=C1